N-Methyl-N-(piperidin-4-yl)-5-[5-(1H-pyrazol-4-yl)imidazo[1,2-a]pyrazin-8-yl][1,3]thiazolo[5,4-d][1,3]thiazol-2-amin Hydrochlorid Cl.CN(C=1SC=2N=C(SC2N1)C=1C=2N(C(=CN1)C=1C=NNC1)C=CN2)C2CCNCC2